N1=CC=C(C=C1)C#CC=1C=C(C(=O)N)C=CC1 3-(pyridin-4-ylethynyl)benzamide